ClC1=CC=CC(=N1)C1=NC(=NC(=N1)NC1=CC(=NC=C1)C(F)(F)F)NCC(C)O (4-(6-chloropyridin-2-yl)-6-(2-(trifluoromethyl)pyridin-4-ylamino)-1,3,5-triazin-2-ylamino)propan-2-ol